[O-]C#N.C(C)(C)(C)C1=C(C=CC=C1)O tertiary butyl-phenol cyanate